2-Hydroxy-3-(iso-propoxy-propan-1-yl)-3-(4-vinylbenzyl)-1H-imidazolium 4-vinylbenzensulfonat C(=C)C1=CC=C(C=C1)S(=O)(=O)[O-].OC1NC=C[N+]1(CC1=CC=C(C=C1)C=C)CCCOC(C)C